C(C)(C)N1N=C(C(=C1)C(=O)OC)C(C(C)C)=O methyl 1-isopropyl-3-(2-methylpropanoyl)pyrazole-4-carboxylate